CN1C(=CC2=CC=CC=C12)[Si](CCCC)(CCCC)CCCC 1-methyl-2-(tributylsilyl)-1H-indole